BrC1=C(C=2C(=NN(N2)CC(CCCC)CC)C(=C1Br)F)F 5,6-dibromo-2-(2-ethylhexyl)-4,7-difluoro-2H-benzotriazole